(R)-benzyl 3-(3-(((tert-butyldimethylsilyl)oxy)methyl)-4-methylphenyl)-3-(1,4-dimethyl-1H-benzo[d][1,2,3]triazol-5-yl)propanoate [Si](C)(C)(C(C)(C)C)OCC=1C=C(C=CC1C)[C@@H](CC(=O)OCC1=CC=CC=C1)C1=C(C2=C(N(N=N2)C)C=C1)C